C1NCC12CC(C2)CC2=C(C=CC=C2)O 2-((2-azaspiro[3.3]heptan-6-yl)methyl)phenol